1-(2-hydroxypropyl)piperidine-4-carboxamide OC(CN1CCC(CC1)C(=O)N)C